FC(C1=NN(C=C1)C1CCC(CC1)C(=O)OC)F (1R,4R)-methyl 4-(3-(difluoromethyl)-1H-pyrazol-1-yl)cyclohexane-1-carboxylate